C1CCC2=C(C=3CCCC3C=C12)NC(=O)N=[S@@](=O)(N)C=1C=NN2C1O[C@H](C2)CO (S,2R)-N'-((1,2,3,5,6,7-hexahydro-s-indacen-4-yl)carbamoyl)-2-{hydroxymethyl}-2,3-dihydropyrazolo[5,1-b]oxazole-7-sulfonimidamide